2-(6-(2,3-Dihydro-1H-inden-5-yl)-2-azaspiro[3.3]heptane-2-carbonyl)-7-oxa-5-azaspiro[3.4]octan-6-one C1CCC2=CC(=CC=C12)C1CC2(CN(C2)C(=O)C2CC3(C2)NC(OC3)=O)C1